tert-butyl 6-((N-(tert-butoxycarbonyl) sulfamoyl) (4-(trifluoromethyl) benzyl) amino)-2-azaspiro[3.3]heptane-2-carboxylate C(C)(C)(C)OC(=O)NS(=O)(=O)N(C1CC2(CN(C2)C(=O)OC(C)(C)C)C1)CC1=CC=C(C=C1)C(F)(F)F